N-(1,1-dimethyl-2-methylsulfinyl-ethyl)-7-fluoro-2-(3-pyridinyl)indazole-4-carboxamide CC(CS(=O)C)(C)NC(=O)C=1C2=CN(N=C2C(=CC1)F)C=1C=NC=CC1